OC1C(C(OC(C1O)CO)OC1=CC(=C(C(=C1)O)C(CCC1=CC(=C(C=C1)O)OCC)=O)O)OC1OC(C(C(C1O)O)O)C 1-(4-{[4,5-dihydroxy-6-(hydroxymethyl)-3-[(3,4,5-trihydroxy-6-methyloxan-2-yl)oxy]oxan-2-yl]oxy}-2,6-dihydroxyphenyl)-3-(3-ethoxy-4-hydroxyphenyl)propan-1-one